COC1=C(C=C(C=C1)N1C(N(CCC1)CC1=C(C=C(CNC(C)=O)C=C1)B1OC(C(O1)(C)C)(C)C)=O)OCCCCC N-(4-((3-(4-methoxy-3-(pentyloxy)phenyl)-2-oxotetrahydropyrimidin-1(2H)-yl)methyl)-3-(4,4,5,5-tetramethyl-1,3,2-dioxaborolan-2-yl)benzyl)acetamide